C(C)(C)(C)OC(=O)N1C2CNC(C1)C2 2,5-diazabicyclo[2.2.1]Heptane-2-carboxylic acid tert-butyl ester